[O-][N+]1=C2C=CC(C=C2OC=2C=C(C=CC12)[O-])=O 10-oxido-7-oxophenoxazin-10-ium-3-olate